C(C=C)C=1C2=C(C(=NC1)NCC1=C(C=C(C=C1)OC)OC)C(=NN2[C@H]2C[C@@H](CCC2)C(=O)O)C2=CC=C(C=C2)C(NC2=NC=CC(=C2)C(F)(F)F)=O (1R,3R)-3-[7-allyl-4-[(2,4-dimethoxyphenyl)methylamino]-3-[4-[[4-(trifluoromethyl)-2-pyridyl]carbamoyl]phenyl]pyrazolo[4,3-c]pyridin-1-yl]cyclohexanecarboxylic acid